5-hydroxy-3-indolacetate OC=1C=C2C(=CNC2=CC1)CC(=O)[O-]